CC=1C=NC(=NC1)NC1CCC(CC1)OC1=C2C=C(C=NC2=CC(=N1)N1CCOCC1)NS(=O)(=O)C N-[5-[4-[(5-methylpyrimidin-2-yl)amino]cyclohexoxy]-7-morpholino-1,6-naphthyridin-3-yl]methanesulfonamide